ClC1=CC=C2C(=C(N(C2=C1Cl)C)CN)C=1C=NNC1 [6,7-dichloro-1-methyl-3-(1H-pyrazol-4-yl)indol-2-yl]methanamine